1-Cyclohexyl-3-(2-(((1,1,1,3,3,3-hexafluoropropan-2-yl)oxy)carbonyl)benzoyl)-1H-indazole 2-oxide C1(CCCCC1)N1[N+](=C(C2=CC=CC=C12)C(C1=C(C=CC=C1)C(=O)OC(C(F)(F)F)C(F)(F)F)=O)[O-]